2-(1-(3-bromophenyl)cyclopropyl)acetic acid BrC=1C=C(C=CC1)C1(CC1)CC(=O)O